C(C=CC(=O)OCC(COCC=C)(COCC=C)COCC=C)(=O)OCC(COCC=C)(COCC=C)COCC=C Bis[3-prop-2-enoxy-2,2-bis(prop-2-enoxymethyl)propyl] but-2-enedioate